N-{[3-(4-{[(3S,4R)-3-fluoropiperidin-4-yl]amino}-1-(2,2,2-trifluoroethyl)-1H-indol-2-yl)-1,2,4-oxadiazol-5-yl]methyl}-1-(4-methyloxan-4-yl)-1H-pyrrole-3-carboxamide F[C@H]1CNCC[C@H]1NC1=C2C=C(N(C2=CC=C1)CC(F)(F)F)C1=NOC(=N1)CNC(=O)C1=CN(C=C1)C1(CCOCC1)C